2-(2-(((benzyloxy) carbonyl) amino) ethoxy)-6-methyltetrahydro-2H-pyran-3,4,5-trisyl triacetate C(C)(=O)OC1C(OC(C(C1OC(C)=O)OC(C)=O)C)OCCNC(=O)OCC1=CC=CC=C1